5-(2-{2-[4-(Prop-2-yn-1-yloxy)chinolin-8-sulfonamido]phenyl}ethynyl)pyridin C(C#C)OC1=CC=NC2=C(C=CC=C12)S(=O)(=O)NC1=C(C=CC=C1)C#CC=1C=CC=NC1